(1S,2R,4R)-4-(2-amino-6-oxo-1H-purin-9(6H)-yl)-2-(((tert-butyldimethylsilyl) oxy) methyl)-3-methylenecyclopentyl pentanoate C(CCCC)(=O)O[C@@H]1[C@H](C([C@@H](C1)N1C=2N=C(NC(C2N=C1)=O)N)=C)CO[Si](C)(C)C(C)(C)C